BrC1=C2C=NNC2=CC(=C1)CN(C)C 1-(4-bromo-1H-indazol-6-yl)-N,N-dimethylmethylamine